C(CC)C ethylenebismethane